N,N-bis(4-methoxybenzyl)-1H-imidazole-4-sulfonamide COC1=CC=C(CN(S(=O)(=O)C=2N=CNC2)CC2=CC=C(C=C2)OC)C=C1